Cl.C12CNCC2C1 3-Azabicyclo[3.1.0]Hexane hydrochloride